{3-[N,N-bis(butyldimethylsilyl)amino]propyl}triethoxysilane tert-butyl-((1R,3S)-3-(4-methyl-5-(prop-1-en-2-yl)-4H-1,2,4-triazol-3-yl)cyclohexyl)carbamate C(C)(C)(C)N(C(O)=O)[C@H]1C[C@H](CCC1)C1=NN=C(N1C)C(=C)C.C(CCC)[Si](N([Si](C)(C)CCCC)CCC[Si](OCC)(OCC)OCC)(C)C